1-(11Z-docosenoyl)-2-(8Z,11Z,14Z-eicosatrienoyl)-glycero-3-phosphoserine CCCCCCCCCC/C=C\CCCCCCCCCC(=O)OC[C@H](COP(=O)(O)OC[C@@H](C(=O)O)N)OC(=O)CCCCCC/C=C\C/C=C\C/C=C\CCCCC